7-methyl-2-((7-methylquinolin-6-yl)amino)-9-((tetrahydro-2H-pyran-4-yl)methyl)-7,9-dihydro-8H-Purin-8-one CN1C(N(C2=NC(=NC=C12)NC=1C=C2C=CC=NC2=CC1C)CC1CCOCC1)=O